C1(CC1)C1=NN=C(S1)NC(=O)C1=NN2C(C(N(CC2)CC2CCOCC2)=O)=C1C1CC1 3-Cyclopropyl-4-oxo-5-(tetrahydropyran-4-ylmethyl)-4,5,6,7-tetrahydropyrazolo[1,5-a]pyrazine-2-carboxylic acid (5-cyclopropyl-[1,3,4]thiadiazol-2-yl) amide